C(C)(C)NCC(CCSC1=CC=C(C=C1)C)O (isopropylamino)-4-(p-tolylthio)butan-2-ol